(2S)-2-{8-[3-(methanesulfonyl-methyl)azetidin-1-yl]-3-[(2-{1-oxa-7-azaspiro[3.5]nonan-7-yl}pyrimidin-4-yl)amino]isoquinolin-5-yl}propan-1-ol CS(=O)(=O)CC1CN(C1)C=1C=CC(=C2C=C(N=CC12)NC1=NC(=NC=C1)N1CCC2(CCO2)CC1)[C@@H](CO)C